(E)-2-methyl-3-(4-(3-chloro-4-cyanophenyl)thiophen-2-yl)acrylic acid C/C(/C(=O)O)=C\C=1SC=C(C1)C1=CC(=C(C=C1)C#N)Cl